CC1=C(C(=O)C2=C(C3=C(S2)C=C(C=C3)O)OC3=CC=C(C=C3)/C=C/C(=O)O)C(=CC=C1)C (E)-3-(4-((2-(2,6-Dimethylbenzoyl)-6-hydroxybenzo[b]thiophen-3-yl)oxy)phenyl)acrylic acid